C(C)SC(=C(C(=O)NC(C)C)C(C)=O)SCC 2-(bis(ethylthio)methylene)-N-isopropyl-3-oxobutanamide